CC=1OC(=C(N1)CN1C(=NC2=NC=C(C=C21)C=2C=CN1N=CN=C(C12)OC)C)C 1-((2,5-dimethyl-1,3-oxazol-4-yl)methyl)-6-(4-methoxypyrrolo[2,1-f][1,2,4]triazin-5-yl)-2-methyl-1H-imidazo[4,5-b]pyridine